5-isopropyl-2,8-dimethyltricyclo[4.4.0.02,7]dec-8-en-4-one C(C)(C)C1C(CC2(C3CC=C(C2C13)C)C)=O